C(C)N(C(C1=C(C=CC(=C1)F)C1=C2C=NN(C2=CC(=C1)C1(CN(CC1)CC1CCC(CC1)NS(=O)(=O)CC)F)C)=O)C(C)C N-ethyl-5-fluoro-2-[6-(3-fluoro-1-{[(1r,4r)-4-ethylsulfonamidocyclohexyl]methyl}pyrrolidin-3-yl)-1-methyl-1H-indazol-4-yl]-N-(isopropyl)benzamide